1-[6-(5-chloro-1,3-benzoxazol-2-yl)spiro[3.3]Heptane-2-yl]3-Ethyl-urea ClC=1C=CC2=C(N=C(O2)C2CC3(CC(C3)NC(=O)NCC)C2)C1